3-(2-hydroxypropoxy)-1-butanol OC(COC(CCO)C)C